(R)-N-((S)-1,3-dihydrospiro[indene-2,4'-piperidin]-1-yl)-2-methylpropane-2-sulfinamide trifluoroacetate FC(C(=O)O)(F)F.N1CCC2(CC1)[C@@H](C1=CC=CC=C1C2)N[S@](=O)C(C)(C)C